FC(C=1C=C(\C=C/2\C(C=3C=CC(=CC3CC2)OCC2=CC=C(C(=O)OC)C=C2)=O)C=C(C1)C(F)(F)F)(F)F methyl (E)-4-(((6-(3,5-bis(trifluoromethyl)benzylidene)-5-oxo-5,6,7,8-tetrahydronaphthalen-2-yl)oxy)methyl)benzoate